(S)-2-(4-(8-(2-methylazetidin-1-yl)-3-(trifluoromethyl)imidazo[1,2-a]pyrazin-6-yl)-1H-1,2,3-triazol-1-yl)-1-(piperazin-1-yl)ethan-1-one C[C@@H]1N(CC1)C=1C=2N(C=C(N1)C=1N=NN(C1)CC(=O)N1CCNCC1)C(=CN2)C(F)(F)F